[51Cr]chromate [51Cr](=O)(=O)([O-])[O-]